OCCN1C(=[N+](C=C1)C)C 1-(2-hydroxyethyl)-2,3-dimethylimidazolium